2,2-dimethyl-propionic acid butyl ester C(CCC)OC(C(C)(C)C)=O